cyclopentyl-2-((5-(piperazin-1-yl)pyridin-2-yl)amino)-N-(o-tolyl)-7H-pyrrolo[2,3-d]pyrimidine-6-carboxamide C1(CCCC1)C=1C2=C(N=C(N1)NC1=NC=C(C=C1)N1CCNCC1)NC(=C2)C(=O)NC2=C(C=CC=C2)C